2-(5-azaspiro[2.3]hexan-5-yl)-5-(4,4,5,5-tetramethyl-1,3,2-dioxaborolan-2-yl)pyridine-3-carbonitrile C1CC12CN(C2)C2=NC=C(C=C2C#N)B2OC(C(O2)(C)C)(C)C